C1(CCCCC1)C[C@@H](C(=O)O)O (S)-3-cyclohexyl-2-hydroxypropanoic acid